COC(CNC(OCC)=O)OC ethyl 2,2-dimethoxyethylcarbamate